2-(2-bromo-3-fluorophenyl)ethanol BrC1=C(C=CC=C1F)CCO